7-(6-fluoropyridin-3-yl)-3-methylpyrazolo[1,5-a]pyridine FC1=CC=C(C=N1)C1=CC=CC=2N1N=CC2C